2-((2S)-4-(7-(8-ethynyl-7-fluoronaphthalen-1-yl)-6,8-difluoro-2-(((2R,7aS)-2-fluorotetrahydro-1H-Pyrrolizin-7a(5H)-yl)methoxy)quinazolin-4-yl)piperazin-2-yl)acetonitrile C(#C)C=1C(=CC=C2C=CC=C(C12)C1=C(C=C2C(=NC(=NC2=C1F)OC[C@]12CCCN2C[C@@H](C1)F)N1C[C@@H](NCC1)CC#N)F)F